ClC=1C=C(C=C2C=NNC12)B1OC(C(O1)(C)C)(C)C 7-chloro-5-(4,4,5,5-tetramethyl-1,3,2-dioxaborolan-2-yl)-1H-indazole